CC1=C(C(=O)NC=2SC(=CN2)C(=O)OC)C=CC=C1 methyl 2-(2-methylbenzamido)thiazole-5-carboxylate